[Cl-].OC(C)C(CCCCCCCCCCCCCCC)NCCC[N+](C)(C)C N-[2-hydroxy-3-octadecylamino]propyl-trimethyl-ammonium chloride